S1C2=C(C=C1)C=CC(=C2)N2N=C1N(C2=O)[C@@H](CC1)C1=CC=CC=C1 (S)-2-(benzo[b]thiophen-6-yl)-5-phenyl-2,5,6,7-tetrahydro-3H-pyrrolo[2,1-c][1,2,4]triazol-3-one